N[C@@H](CCC(=O)O)C(=O)O.N[C@@H](CCC(=O)O)C(=O)O Glutamic acid (L-glutamate)